C[C@@H]1NCC[C@@H](C1)OC=1N=CC(=NC1)C#N 5-[[(2S,4S)-2-methyl-4-piperidinyl]oxy]pyrazine-2-carbonitrile